N[C@@H](C)C(=O)[C@@]1(C(N(CCC2=C1C=CCC2)C)=O)N 1-(L-alanyl)-(S)-1-amino-3-methyl-4,5,6,7-tetrahydro-2H-3-benzazepine-2-one